(2s)-1-tert-butyl-2-methyl-4-(((benzyloxy)carbonyl)amino)piperidine C(C)(C)(C)N1[C@H](CC(CC1)NC(=O)OCC1=CC=CC=C1)C